FC(C1=CN=C(N=N1)N[C@@H]1C[C@H](CC1)NC1=NC=CC=C1N1C(C2=NC=CC=C2C1)=O)(F)F 6-(((1S,3S)-3-((6-(trifluoromethyl)-1,2,4-triazine-3-yl)amino)cyclopentylamino)pyridin-3-yl)-5,6-dihydro-7H-pyrrolo[3,4-b]pyridin-7-one